tert-butyl 2-(4-aminophenyl)-5,5-dimethylmorpholine-4-carboxylate NC1=CC=C(C=C1)C1CN(C(CO1)(C)C)C(=O)OC(C)(C)C